methyl(4-methylthiazol-2-yl)((4-(5-(trifluoromethyl)-1,2,4-oxadiazol-3-yl)phenyl)imino)-λ6-sulfanone CS(=O)(=NC1=CC=C(C=C1)C1=NOC(=N1)C(F)(F)F)C=1SC=C(N1)C